14-hydroxy-2,6,10,14-tetramethylhexadec-15-enoic acid OC(CCCC(CCCC(CCCC(C(=O)O)C)C)C)(C=C)C